(1R,4R,7R)-2-{2-[1-(cyclopropylmethyl)-1H-indol-2-yl]-7-methoxy-1-{[(3S)-pyrrolidin-3-yl]methyl}-1H-1,3-benzodiazole-5-carbonyl}bicyclo[2.2.1]heptan-7-amine C1(CC1)CN1C(=CC2=CC=CC=C12)C1=NC2=C(N1C[C@@H]1CNCC1)C(=CC(=C2)C(=O)C2[C@H]1CC[C@H](C2)[C@H]1N)OC